2-(4-cyano-3-fluoro-2,6-diisopropylphenyl)-N-(5-(2-hydroxypropan-2-yl)thiazol-2-ylsulfonimidoyl)acetamide C(#N)C1=C(C(=C(C(=C1)C(C)C)CC(=O)NS(=O)(=N)C=1SC(=CN1)C(C)(C)O)C(C)C)F